2-(difluoromethyl)-8-methyl-8-(trifluoromethyl)-7,8-dihydro-6H-pyrazolo[1,5-a]pyrrolo[2,3-e]pyrimidine-6-carboxylic acid tert-butyl ester C(C)(C)(C)OC(=O)N1CC(C2=C1C=NC=1N2N=C(C1)C(F)F)(C(F)(F)F)C